OC1(N(C(CC[C@@H]1NC([C@H](CC(C)C)NC(CCCCCCCC)=O)=O)=O)C)C(=O)NC(C)C (3S)-2-hydroxy-N-isopropyl-1-methyl-3-((S)-4-methyl-2-nonanamidopentanamido)-6-oxopiperidine-2-carboxamide